N-(3-amino-2,2-difluoropropyl)-6-bromopicolinamide NCC(CNC(C1=NC(=CC=C1)Br)=O)(F)F